2-(5-amino-2-(furan-2-yl)-7H-pyrazolo[4,3-e][1,2,4]triazolo[1,5-c]pyrimidin-7-yl)-N-((S)-5-oxopyrrolidin-3-yl)-2-phenylpropanamide NC1=NC2=C(C=3N1N=C(N3)C=3OC=CC3)C=NN2C(C(=O)N[C@@H]2CNC(C2)=O)(C)C2=CC=CC=C2